FC1=C(C=CC=C1C[C@@H]1N(CC2(CC2)[C@@H]1NS(=O)(=O)C)C(=O)N1[C@H](CC1)COC)C1=CC=CC=C1 N-((6S,7S)-6-((2-fluoro-[1,1'-biphenyl]-3-yl)methyl)-5-((R)-2-(methoxymethyl)azetidine-1-carbonyl)-5-azaspiro[2.4]heptan-7-yl)methanesulfonamide